(2R,3R,4S,5R,6R)-4-(4-(4-Chloro-2,3-difluorophenyl)-1H-1,2,3-triazol-1-yl)-2-(hydroxymethyl)-5-methoxy-6-((4-(1-methylcyclobutyl)-1H-1,2,3-triazol-1-yl)methyl)tetrahydro-2H-pyran-3-ol ClC1=C(C(=C(C=C1)C=1N=NN(C1)[C@H]1[C@H]([C@H](O[C@@H]([C@@H]1OC)CN1N=NC(=C1)C1(CCC1)C)CO)O)F)F